C(CC)OC1=C(C=CC(=C1)N)C1=C(C=C(C=C1)N)OCCC 2,2'-dipropyloxy-4,4'-diaminobiphenyl